BrC=1C=C(C=CC1F)N1ON(C(=C1)NCC1CCNS1(O)O)O (Z)-N-(3-bromo-4-fluorophenyl)-4-(((1,1-dihydroxyisothiazolidin-5-yl)methyl)amino)-N'-hydroxy-1,2,5-oxadiazole